(R)-N-Boc-(2-cyanoethyl)morpholine C(=O)(OC(C)(C)C)N1[C@@H](COCC1)CCC#N